glucarate O=C([C@H](O)[C@@H](O)[C@H](O)[C@H](O)C(=O)[O-])[O-]